[Ru](Cl)Cl.C1(=CC=CC=C1)P(C1=CC=CC=C1)C1=CC=CC=C1 (triphenylphosphine) ruthenium (II) chloride